p-[2-amino-6-(1-{[6-(methoxymethyl)-2-pyridinyl]methyl}-1H-1,2,3-triazol-4-yl)-4-pyrimidinyl]benzonitrile NC1=NC(=CC(=N1)C1=CC=C(C#N)C=C1)C=1N=NN(C1)CC1=NC(=CC=C1)COC